bromo-carbonate C([O-])(=O)Br